(S)-N-(3-bromopropyl)-1-(6-methyl-4-(trifluoromethyl)pyridin-2-yl)-N-(m-tolyl)pyrrolidine-2-carboxamide BrCCCN(C(=O)[C@H]1N(CCC1)C1=NC(=CC(=C1)C(F)(F)F)C)C=1C=C(C=CC1)C